BrC=1C(=NC(=NC1)NC1=C(C=C(C(=C1)C=1C=NN(C1)C)N1CCC(CC1)N1CCN(CC1)C)OC)NC=1C(=CC2=C(OCO2)C1)NS(=O)(=O)C N-(6-((5-bromo-2-((2-methoxy-5-(1-methyl-1H-pyrazol-4-yl)-4-(4-(4-methylpiperazin-1-yl)piperidin-1-yl)phenyl)amino)pyrimidin-4-yl)amino)benzo[d][1,3]dioxol-5-yl)methanesulfonamide